FC1=CC=C2C3=C(NC2=C1)C(=NC=C3)C(=O)NCC3=CC(=CC=C3)Br 7-fluoro-N-(3-bromobenzyl)-9H-pyrido[3,4-b]indole-1-carboxamide